ClC=1C=C(C=CC1N1C(N(C=C1)C)=O)C1=C(C(=CC(=C1)F)C1=CC(=CC=C1)N1CCN(CC1)C(COC)(C)C)O 1-(3-chloro-5'-fluoro-2'-hydroxy-3''-(4-(1-methoxy-2-methylpropan-2-yl)piperazin-1-yl)-[1,1':3',1''-terphenyl]-4-yl)-3-methyl-1H-imidazol-2(3H)-one